3,5-dimethyl-1-(thiophen-2-ylsulfonyl)-1H-pyrazole CC1=NN(C(=C1)C)S(=O)(=O)C=1SC=CC1